N-(2,3,5,6-tetrafluoro-4-(trifluoromethyl)phenyl)tetradecanamide FC1=C(C(=C(C(=C1F)C(F)(F)F)F)F)NC(CCCCCCCCCCCCC)=O